2-(2,4-bis(trifluoromethyl)phenyl)-N-((5-(5-(1-(cyclopropanecarbonyl)pyrrolidin-3-yl)pyrimidin-2-yl)-1,3,4-oxadiazol-2-yl)methyl)-N-(4-fluorophenyl)acetamide FC(C1=C(C=CC(=C1)C(F)(F)F)CC(=O)N(C1=CC=C(C=C1)F)CC=1OC(=NN1)C1=NC=C(C=N1)C1CN(CC1)C(=O)C1CC1)(F)F